N1CC(C1)N1CC2=NN(C=C2C1)C(=O)NC 5-(azetidin-3-yl)-N-methyl-5,6-dihydropyrrolo[3,4-c]pyrazole-2(4H)-carboxamide